O1CCN(CC1)[C@H]1C[C@H](N(CC1)C(=O)OCCCC)C1=CC=CC=C1 butyl (2S,4R)-4-morpholino-2-phenylpiperidine-1-carboxylate